1-[2-(4-Piperidinyl)ethyl]piperidine N1CCC(CC1)CCN1CCCCC1